(R)-N-(1-(1-acryloylazepan-3-yl)-7,8-dihydro-1H-[1,4]dioxino[2',3':3,4]benzo[1,2-d]imidazol-2-yl)-2-methoxyisonicotinamide C(C=C)(=O)N1C[C@@H](CCCC1)N1C(=NC2=C1C1=C(C=C2)OCCO1)NC(C1=CC(=NC=C1)OC)=O